o-didehydrobenzene C1#CC=CC=C1